2-(2-methyltelluro-propyl)pyridine C[Te]C(CC1=NC=CC=C1)C